1,2'-Binaphthalin C1(=CC=CC2=CC=CC=C12)C1=CC2=CC=CC=C2C=C1